CC1(NC=CC=C1)C(=O)N 2-methyl-pyridinecarboxamide